C1(CCCCC1)C1=NC(=C(C(=C1C)N)C)C1CCCCC1 2,6-Dicyclohexyl-3,5-dimethylpyridin-4-amine